COC1=NC=C(C(=N1)OC)C1=CC(=C(N=N1)C(C)N)[C@@H]1[C@H](C1)C(C)C (6-(2,4-dimethoxypyrimidin-5-yl)-4-((1S,2R)-2-isopropylcyclopropyl)pyridazin-3-yl)ethan-1-amine